N-(4-fluorophenyl)-6-((tetrahydro-2H-pyran-4-yl)ethynyl)-1H-indazol-5-amine FC1=CC=C(C=C1)NC=1C=C2C=NNC2=CC1C#CC1CCOCC1